10-propyl-tridec-5,9-dien-1-ol C(CC)C(=CCCC=CCCCCO)CCC